7-[4-(4-(benzo[b]thiophen-4-yl)-piperazin-1-yl)butoxy]-1H-quinolin-2-one S1C2=C(C=C1)C(=CC=C2)N2CCN(CC2)CCCCOC2=CC=C1C=CC(NC1=C2)=O